C(CCCCCCCCCCCCCCC)[C@]1(O)[C@H](O)[C@@H](O)[C@H](O)[C@H](O1)C(=O)O 1-hexadecyl-β-D-glucuronic acid